Methyl-5-(5-{(1S)-1-[3-(1-Cyanocyclopropyl)-5-(trifluoromethoxy)benzamido]ethyl}-3-Cyclopropyl-1H-1,2,4-triazol-1-yl)pyrazin CC1=NC=C(N=C1)N1N=C(N=C1[C@H](C)NC(C1=CC(=CC(=C1)OC(F)(F)F)C1(CC1)C#N)=O)C1CC1